N1(C=NC=C1)C(=O)N1N=CCC1C=1N=C(OC1)C (1H-imidazol-1-yl)(5-(2-methyloxazol-4-yl)-4,5-dihydro-1H-pyrazol-1-yl)methanone